C(C)(C)(C)C=1C=C(C=C(C1O)C(C)(C)C)CCC(=O)O β-[3,5-di-tert-butyl-4-hydroxyphenyl]propionic acid